N-[3-ethoxy-2-(pyridin-4-ylmethylamino)phenyl]-4-methyl-1,2,5-oxadiazole-3-carboxamide C(C)OC=1C(=C(C=CC1)NC(=O)C1=NON=C1C)NCC1=CC=NC=C1